ON(C(C)C)C(C)C hydroxydiisopropylamine